3-amino-1-(4-chlorophenyl)-2,2-difluoropropan-1-ol hydrochloride Cl.NCC(C(O)C1=CC=C(C=C1)Cl)(F)F